C(C)N1C(=NC=C1)S(=O)(=O)NC=1C(=CC=C2C=CC=NC12)OC 1-ethyl-N-(7-methoxyquinolin-8-yl)-1H-imidazole-2-sulfonamide